(E)-3-(3'-Fluoro-5-((4-methylbenzyl)carbamoyl)-4'-(morpholinomethyl)-[1,1'-biphenyl]-3-yl)acrylic acid FC=1C=C(C=CC1CN1CCOCC1)C1=CC(=CC(=C1)C(NCC1=CC=C(C=C1)C)=O)/C=C/C(=O)O